ClC=1C=C(O[C@H](C(=O)N)C)C=C(C1CC=1C=C(C(=CC1)O)C1=CC(=C(C=C1)F)Cl)Cl (S)-2-(3,5-dichloro-4-((3'-chloro-4'-fluoro-6-hydroxy-[1,1'-biphenyl]-3-yl)methyl)phenoxy)propanamide